3-bromo-N-(1-carbamoyl-2-(4-chlorophenyl)cyclopropyl)-1-(3-chloropyridin-2-yl)-1H-pyrazole-5-carboxamide BrC1=NN(C(=C1)C(=O)NC1(C(C1)C1=CC=C(C=C1)Cl)C(N)=O)C1=NC=CC=C1Cl